n-eicosylamine C(CCCCCCCCCCCCCCCCCCC)N